(2S,4R)-1-(2-(3-acetyl-5-(2-methylpyrimidin-5-yl)-1H-indazol-1-yl)acetyl)-N-(1-(2,2-difluoroethyl)-1H-pyrazol-3-yl)-4-fluoropyrrolidine-2-carboxamide C(C)(=O)C1=NN(C2=CC=C(C=C12)C=1C=NC(=NC1)C)CC(=O)N1[C@@H](C[C@H](C1)F)C(=O)NC1=NN(C=C1)CC(F)F